Cl.N1=CC(=CC=C1)N1C=NC2=C1C=C(C=C2)N pyridin-3-yl-1H-benzo[d]imidazol-6-amine hydrochloride